O=C1N(C(CC2=CC=CC=C12)=O)C1C(COC1)N1C=C(C=C1)C(=O)OC Methyl 1-(4-(1,3-dioxoisoquinolin-2-yl) tetrahydrofuran-3-yl)-1H-pyrrole-3-carboxylate